CC1=C(C=CC(=C1)C)C=1N=C(SC1)N(C)CC1=CC(=C(C(=C1)OCC1=CC=C(C=C1)OC)N1CC(NS1(=O)=O)=O)F 5-[4-[[[4-(2,4-dimethylphenyl)thiazol-2-yl]-methyl-amino]methyl]-2-fluoro-6-[(4-methoxyphenyl)methoxy]phenyl]-1,1-dioxo-1,2,5-thiadiazolidin-3-one